C(C=C)(=O)N1C[C@@H](N(CC1)C1=NC(N2C3=C(C(=C(C=C13)Cl)C1=C(C=C(C(=C1)Cl)F)F)SC[C@H](C2)OC)=O)C (3S)-8-((S)-4-acryloyl-2-methylpiperazin-1-yl)-10-chloro-11-(5-chloro-2,4-difluorophenyl)-3-methoxy-3,4-dihydro-2H,6H-[1,4]thiazepino[2,3,4-ij]quinazolin-6-one